FC=1C=C2C(=C(/C(/C2=CC1)=C/C1=CC=C(C=C1)CCCC1=CC=C(C=C1)OC)C)CC(=O)O (Z)-2-(5-fluoro-1-(4-(3-(4-methoxyphenyl)propyl)benzylidene)-2-methyl-1H-inden-3-yl)acetic acid